O1COC2=C1C=CC(=C2)/C=C/C(=O)N2COC[C@@H]2C2=CC=CC=C2 (S,E)-3-(3-(benzo[d][1,3]dioxolan-5-yl)acryloyl)-4-phenyloxazolidine